C1(=CC=C(C=C1)C1=NC(=NC(=C1)C1=CC=C(C=C1)C1=CC=C(C2=CC=CC=C12)Br)C1=CC=CC=C1)C1=CC=CC=C1 4-([1,1'-biphenyl]-4-yl)-6-(4-(4-bromonaphthalen-1-yl)phenyl)-2-phenylpyrimidine